rac-cis-6-(4-(1-Methyl-1H-indazol-5-yl)piperidine-1-carbonyl)hexahydro-2H-pyrido[4,3-b][1,4]oxazin-3(4H)-one CN1N=CC2=CC(=CC=C12)C1CCN(CC1)C(=O)N1C[C@@H]2[C@@H](OCC(N2)=O)CC1 |r|